ortho-cresolglycidyl ether tert-butyl-(R)-(6-(3-methyl-6-((2-(1-methylpyrrolidin-2-yl)imidazo[1,2-a]pyrazin-6-yl)carbamoyl)-1H-indazol-1-yl)hexyl)carbamate C(C)(C)(C)N(C(O)=O)CCCCCCN1N=C(C2=CC=C(C=C12)C(NC=1N=CC=2N(C1)C=C(N2)[C@@H]2N(CCC2)C)=O)C.C=2(C(=CC=CC2O)C2C(COCC1C(O1)C=1C(=C(C=CC1)O)C)O2)C